(S)-tert-Butyl (3-methylpyrrolidin-3-yl)carbamate C[C@]1(CNCC1)NC(OC(C)(C)C)=O